3-[1-(2,6-dichloro-3-fluoro-phenyl)-ethoxy]-5-(6-methoxy-1H-benzoimidazol-2-yl)-pyridin-2-ylamine ClC1=C(C(=CC=C1F)Cl)C(C)OC=1C(=NC=C(C1)C1=NC2=C(N1)C=C(C=C2)OC)N